CNC1=C(C=CC=C1)C#N N-Methyl-o-Cyanoanilin